2,4,6-trifluorobenzenenitrile FC1=C(C(=CC(=C1)F)F)C#N